7-(dibenzylamino)-6-(4-((diphenylmethylene)amino)-2-fluorophenyl)pyrazolo[1,5-a]Pyrimidine-3-carboxylic acid ethyl ester C(C)OC(=O)C=1C=NN2C1N=CC(=C2N(CC2=CC=CC=C2)CC2=CC=CC=C2)C2=C(C=C(C=C2)N=C(C2=CC=CC=C2)C2=CC=CC=C2)F